CC1CCC(CC1)C(COC)(COC)CCC(C(C)C)(C(C)C)C(C)C 2-(4-methylcyclohexyl)-2-(3,3-diisopropyl-4-methylpentyl)-1,3-dimethoxypropane